1,2-diphytanoyl-sn-glycero-3-phosphate C(CC(C)CCCC(C)CCCC(C)CCCC(C)C)(=O)OC[C@@H](OC(CC(C)CCCC(C)CCCC(C)CCCC(C)C)=O)COP(=O)(O)O